2-(1-(1-(Methoxycarbonyl)cyclopropyl)piperidin-4-yl)acetic acid COC(=O)C1(CC1)N1CCC(CC1)CC(=O)O